P(=O)(OC(C)(C)C)(OC(C)(C)C)OCN1N=CC(=C1)C=1OC(=CC1)C(NC=1C(=NN(C1)CCOC)C1=NC=CC=C1)=O di-tert-butyl ((4-(5-((1-(2-methoxyethyl)-3-(pyridin-2-yl)-1H-pyrazol-4-yl)carbamoyl)furan-2-yl)-1H-pyrazol-1-yl)methyl) phosphate